4-(((1-Acryloyl-6-methylpiperidin-3-yl)methyl)amino)-1H-pyrrolo[2,3-b]pyridine-5-carboxamide C(C=C)(=O)N1CC(CCC1C)CNC1=C2C(=NC=C1C(=O)N)NC=C2